N1C(=NC2=C1C=CC=C2)[C@H]2N(CCC1=C2N=CN1)C(CC=1SC(=C(N1)C=C)\C=C/C)=O (S,Z)-1-(4-(1H-benzo[d]imidazol-2-yl)-6,7-dihydro-1H-imidazo[4,5-c]pyridin-5(4H)-yl)-2-(5-(prop-1-en-1-yl)-4-vinylthiazol-2-yl)ethanone